CC1=C(C(=C(N(C=CC(=O)O)C=CC(=O)O)C=C1)C)C.IC=1C=C(C=CC1)Cl 3-iodo-chlorobenzene trimethylanilinediacrylate